C=12C(=CC=CC1)COOC2 xylylene peroxide